C(C1=CC=CC=C1)OC=1C=CC2=C(SC(=C2C=2C(N(N=C(C2OC)C)C)=O)C2=C(C=CC=C2)OC)C1 4-(6-(benzyloxy)-2-(2-methoxyphenyl)benzo[b]thiophen-3-yl)-5-methoxy-2,6-dimethylpyridazin-3(2H)-one